FC=1C=CC(=C2C=NN(C12)C1OCCCC1)C1=C(C(NC2=NC(=C(N=C21)C)C)=O)[N+]2=CC=CC=C2 8-(7-Fluoro-1-tetrahydropyran-2-yl-indazol-4-yl)-2,3-dimethyl-7-pyridin-1-ium-1-yl-5H-pyrido[2,3-b]pyrazin-6-one